N(=[N+]=[N-])CCN(C1=C(OC2=C1C=C(C=C2)C(F)(F)F)C(=O)OC)CC(C2CCC1(OCCO1)CC2)(F)F methyl 3-((2-azidoethyl) (2,2-difluoro-2-(1,4-dioxaspiro[4.5]decan-8-yl)ethyl)amino)-5-(trifluoromethyl)benzofuran-2-carboxylate